1,3-diisocyanatobenzene N(=C=O)C1=CC(=CC=C1)N=C=O